8-methoxy-2-methyl-6-(trifluoro-methyl)quinazoline-4-thiol COC=1C=C(C=C2C(=NC(=NC12)C)S)C(F)(F)F